O=C1OCCN1C1=CC=CC(=N1)NC1=NC(=NC=C1C#N)NC1=CC=C(C=C1)N1[C@H](CN(CC1)C)C 4-[[6-(2-oxooxazolidin-3-yl)-2-pyridyl]amino]-2-[4-[(2S)-2,4-dimethylpiperazin-1-yl]anilino]pyrimidine-5-carbonitrile